COCCOC=1C=CC(=NC1)C1=CC=C(C=C1)C(C(=O)O)(C)C 2-(4-(5-(2-methoxyethoxy)pyridin-2-yl)phenyl)-2-methylpropanoic acid